N[C@H]1CS(C2=C(N(C1=O)CC1=CC=C(C=C1)Cl)C=C(C(=C2)F)C=2OC(=NN2)C2(CCOCC2)C)(=O)=O (3R)-3-amino-5-[(4-chlorophenyl)methyl]-8-fluoro-7-[5-(4-methyltetrahydropyran-4-yl)-1,3,4-oxadiazol-2-yl]-1,1-dioxo-2,3-dihydro-1lambda6,5-benzothiazepin-4-one